octylamine bis-dodecyl-phosphate C(CCCCCCCCCCC)OP(=O)(OCCCCCCCCCCCC)O.C(CCCCCCC)N